6-methyl-2-phenyl-7-toluenesulfonyl-N-(2-(trifluoromethyl)pyridin-4-yl)-7H-pyrrolo[2,3-d]Pyrimidin-4-amine CC1=CC2=C(N=C(N=C2NC2=CC(=NC=C2)C(F)(F)F)C2=CC=CC=C2)N1S(=O)(=O)CC1=CC=CC=C1